4-oxo-N-(6-(thiophene-2-sulfonylamino)benzo[d]thiazol-2-yl)cyclohexane-1-carboxamide O=C1CCC(CC1)C(=O)NC=1SC2=C(N1)C=CC(=C2)NS(=O)(=O)C=2SC=CC2